COC(=O)C=1C=CC2=C(N(C(=N2)CN2CCC(=CC2)C2=NC(=CC=C2)OCC2=CC=C(C=3C(=COC32)C)C#N)C[C@H]3OCC3)C1 (S)-2-((6-((4-cyano-3-methylbenzofuran-7-yl)methoxyl)-3',6'-dihydro-[2,4'-bipyridine]-1'(2'H)-yl)methyl)-1-(oxetan-2-ylmethyl)-1H-benzo[d]Imidazole-6-carboxylic acid methyl ester